((2S)-pyrrolidin-2-yl)-N-{[2-(2-{[1-(3-fluoro(2-pyridyl))-isopropyl]amino}pyrimidin-5-yl)(1,3-thiazol-4-yl)]methyl}carboxamide N1[C@@H](CCC1)C(=O)NCC=1N=C(SC1)C=1C=NC(=NC1)NC(C)(C)C1=NC=CC=C1F